BrC=1C=C2C(OCC=3C=CC(=CC3C3=CC=C(C(NS(C(C1O)=C2)(=O)=O)=C3)OC(F)(F)F)C#N)=O 13-Bromo-14-hydroxy-10,16,16-trioxo-19-(trifluoromethoxy)-9-oxa-16λ6-thia-17-azatetracyclo[16.3.1.111,15.02,7]tricosa-1(21),2(7),3,5,11,13,15(23),18(22),19-nonaene-4-carbonitrile